C(#N)C=1C(=NC(=C(C1C1CC1)C#N)N1CCC(CC1)N1CCCC1)SC(C(=O)N)C1=CC=CC=C1 2-((3,5-dicyano-4-cyclopropyl-6-(4-(pyrrolidin-1-yl)piperidin-1-yl)pyridin-2-yl)sulfanyl)-2-phenylacetamide